FSF difluoro sulfide